CS(=O)(=NCC1=CC=C(C=C1)C1=NOC(=N1)C(F)(F)F)C1=NC=NC=C1 methyl(pyrimidin-4-yl)((4-(5-(trifluoromethyl)-1,2,4-oxadiazol-3-yl)benzyl)imino)-λ6-sulfanone